C(=O)O.FC1=CC(=CC2=CN(N=C12)C)NC(=O)N1CCC=2C1=NC=CC2N2CCNC1(CC1)C2 N-(7-fluoro-2-methyl-2H-indazol-5-yl)-4-(4,7-diazaspiro[2.5]octan-7-yl)-2,3-dihydro-1H-pyrrolo[2,3-b]pyridine-1-carboxamide formate